5-(1-methylimidazol-2-yl)-N-[(3S)-5-methyl-4-oxo-2,3-dihydro-1,5-benzoxazepin-3-yl]-6,7-dihydro-5H-pyrrolo[1,2-b][1,2,4]triazole-2-carboxamide CN1C(=NC=C1)C1CCC=2N1N=C(N2)C(=O)N[C@H]2COC1=C(N(C2=O)C)C=CC=C1